N-(2-(((1r,3r,5r,7r)-adamantan-2-yl)amino)ethyl)-5-(4-chloro-phenyl)-1-(2,4-dichlorophenyl)-4-isopropyl-1H-pyrazole-3-carboxamide C12C(C3CC(CC(C1)C3)C2)NCCNC(=O)C2=NN(C(=C2C(C)C)C2=CC=C(C=C2)Cl)C2=C(C=C(C=C2)Cl)Cl